CN1N=CC(=C1)\C=C(/C(=O)OCC)\C1=CC=CC=C1 (Z)-ethyl 3-(1-methyl-1H-pyrazol-4-yl)-2-phenylacrylate